FC1=CC=C(C=C1)N(C(=O)C1(CC1)C(=O)N)C1=C(C(=C(C(=C1)F)OC1=CC=NC2=CC(=C(C=C12)C)I)F)F N-(4-Fluorophenyl)-N-(2,3,5-trifluoro-4-((7-iodo-6-methylquinolin-4-yl)oxy)phenyl)cyclopropane-1,1-dicarboxamide